NCCCN1C=C(C2=CC(=CC=C12)CN1CCC(CC1)CN1CCN(CC1)C=1C=C2CN(CC2=CC1)C1C(NC(CC1)=O)=O)C1=CC=C(C=C1)OC(F)(F)F 5-(4-((1-((1-(3-aminopropyl)-3-(4-(trifluoromethoxy)phenyl)-1H-indol-5-yl)methyl)piperidin-4-yl)methyl)piperazin-1-yl)-2-(2,6-dioxopiperidin-3-yl)isoindoline